3-methyl-N-(5-methyl-2-(1H-pyrazol-1-yl)pyridin-4-yl)-1-(tetrahydro-2H-pyran-4-yl)-1H-pyrazolo[3,4-d]pyrimidin-6-amine CC1=NN(C2=NC(=NC=C21)NC2=CC(=NC=C2C)N2N=CC=C2)C2CCOCC2